6-imidazo[1,2-a]pyridin-7-yl-5-(1-{[1-(1-methylethyl)cyclopropyl]methyl}-1H-pyrazol-4-yl)pyridine-2-carbonitrile N=1C=CN2C1C=C(C=C2)C2=C(C=CC(=N2)C#N)C=2C=NN(C2)CC2(CC2)C(C)C